8-((5-Methyl-1-(3-(pyrrolidin-1-yl)prop-1-en-1-yl)-1H-indazol-6-yl)oxy)-5,6,7,8-tetrahydroquinoline-3-carbonitrile CC=1C=C2C=NN(C2=CC1OC1CCCC=2C=C(C=NC12)C#N)C=CCN1CCCC1